(2R)-2-AMINO-2-(6-FORMYL(2-PYRIDYL))ACETIC ACID N[C@@H](C(=O)O)C1=NC(=CC=C1)C=O